5-(4-isopropyl-5-(8-methyl-[1,2,4]triazolo[1,5-a]pyridin-6-yl)-1-((2-(trimethylsilyl)ethoxy)methyl)-1H-pyrazol-3-yl)-2-(1,4-dioxaspiro[4.5]decan-8-yl)thiazole C(C)(C)C=1C(=NN(C1C=1C=C(C=2N(C1)N=CN2)C)COCC[Si](C)(C)C)C2=CN=C(S2)C2CCC1(OCCO1)CC2